(3S,4R)-4-aminotetrahydrofuran-3-ol N[C@H]1[C@@H](COC1)O